(1-((tert-butyldimethylsilyl)oxy)cyclopropyl)methanol [Si](C)(C)(C(C)(C)C)OC1(CC1)CO